C(C)C=1C=C(C=C(C=O)C1)C 5-ETHYL-3-METHYLBENZALDEHYDE